allylsulfonate sodium salt [Na+].C(C=C)S(=O)(=O)[O-]